NCCS(=O)(=O)OC(CCCCCCCCCCCCCCC)=O palmitoyl taurate